4-hydroxy-4-(pyridin-2-yl)piperidine-1-carboxylic acid tert-butyl ester C(C)(C)(C)OC(=O)N1CCC(CC1)(C1=NC=CC=C1)O